ClC1=CC=CC=C1F 2-chloro-3-fluorobenzene